NCCNCCC[Si](OC)(OC)OC 3-(N-2-Aminoethylamino)propyltrimethoxysilane